C(C)(=O)OC1CC(C2CC(CC2C(=C1)C)=C(C)C)C 4,8-dimethyl-2-propan-2-ylidene-3,3a,4,5,6,8a-hexahydro-1H-azulen-6-yl acetate